Methyl 1-(2-fluoro-4-(1-(tetrahydro-2H-pyran-2-yl)-1H-pyrazol-4-yl)phenyl)piperidine-4-carboxylate FC1=C(C=CC(=C1)C=1C=NN(C1)C1OCCCC1)N1CCC(CC1)C(=O)OC